N-ethyl-5-fluoro-N-isopropyl-2-((5-(7-(piperidin-4-ylmethyl)-2,7-diazaspiro[3.5]nonan-2-yl)-1,2,4-triazin-6-yl)oxy)benzamide C(C)N(C(C1=C(C=CC(=C1)F)OC1=C(N=CN=N1)N1CC2(C1)CCN(CC2)CC2CCNCC2)=O)C(C)C